7-bromo-5-(methoxycarbonyl)-2,4-dimethylbenzo[d][1,3]dioxole BrC1=CC(=C(C2=C1OC(O2)C)C)C(=O)OC